cis-2-(4-((4-(1-Isopropyl-1H-pyrazol-4-yl)pyridin-2-yl)((4-(4-methoxy-3-methylphenyl)bicyclo[2.2.2]octan-1-yl)methyl)carbamoyl)cyclohexyl)acetic acid C(C)(C)N1N=CC(=C1)C1=CC(=NC=C1)N(C(=O)[C@H]1CC[C@H](CC1)CC(=O)O)CC12CCC(CC1)(CC2)C2=CC(=C(C=C2)OC)C